C(=O)(O)C=1C(=C(OC2=C(C(=C(C(=C2C(F)(F)F)C(F)(F)F)OC2=C(C(=CC=C2)C(=O)O)C(=O)O)C(F)(F)F)C(F)(F)F)C=CC1)C(=O)O 1,4-bis(dicarboxyphenoxy)tetrakis(trifluoromethyl)benzene